CC=1C=C2CC[C@@H]([C@@H](C2=CC1)C1=CC=C(C=C1)N1CCC(CC1)CN1CCN(CC1)C=1C=C2CN(C(C2=CC1)=O)[C@@H]1C(NC(CC1)=O)=O)C1=CC=CC=C1 (S)-3-(5-(4-((1-(4-((1R,2S)-6-methyl-2-phenyl-1,2,3,4-tetrahydronaphthalen-1-yl)phenyl)piperidin-4-yl)methyl)piperazin-1-yl)-1-oxoisoindolin-2-yl)piperidine-2,6-dione